1-(5-((4-(5-(5-methyl-5H-pyrido[4,3-b]indol-7-yl)-3-(trifluoromethyl)pyridin-2-yl)piperazin-1-yl)methyl)-1-oxoisoindolin-2-yl)dihydropyrimidine-2,4(1H,3H)-dione CN1C2=C(C=3C=CC(=CC13)C=1C=C(C(=NC1)N1CCN(CC1)CC=1C=C3CN(C(C3=CC1)=O)N1C(NC(CC1)=O)=O)C(F)(F)F)C=NC=C2